3-(2,5-dioxo-1-((tetrahydro-2H-pyran-4-yl)methyl)-2,5-dihydro-1H-pyrrol-3-yl)benzoic acid methyl ester COC(C1=CC(=CC=C1)C=1C(N(C(C1)=O)CC1CCOCC1)=O)=O